N-methyl-N-(4-chlorophenyl)-methacrylamide CN(C(C(=C)C)=O)C1=CC=C(C=C1)Cl